ClC=1C=NC(=NC1)N1CCC(CC1)CCCOC1=CC(=C(C=C1)CC(=O)N1C[C@H]2CN([C@H]2C1)C[C@@H]([C@@H]([C@@H](CO)O)O)O)F 2-(4-(3-(1-(5-chloropyrimidin-2-yl)piperidin-4-yl)propoxy)-2-fluorophenyl)-1-((1R,5R)-6-((2S,3S,4R)-2,3,4,5-tetrahydroxypentyl)-3,6-diazabicyclo[3.2.0]heptan-3-yl)ethan-1-one